COC(=O)[C@H]([C@@H](C(=O)OC)O)O (2S,3S)-dimethyl tartrate